C(C(C)C)(=O)OC1C(OCC1)C#C 2-ethynyltetrahydrofuran-3-yl isobutyrate